C=12C(=CC=CC1)C(=O)OC(=O)C=1C2=CC=CC1 2,2'-biphenyldicarboxylic anhydride